NN1C(C=2C=CC3=C4C2C(C1=O)=CC=C4C=C3)=O 2-amino-1H-indeno[6,7,1-def]isoquinoline-1,3(2H)-dione